CC1=NN2C(=NC(=CC2=N1)NC(=O)C1CC1)C=1OC(=CC1)C N-[2-methyl-5-(5-methylfuran-2-yl)-[1,2,4]triazolo[1,5-c]pyrimidin-7-yl]cyclopropanecarboxamide